CN(CCCNS(=O)(=O)C(C(C(C(C(C(F)(F)F)(F)F)(F)F)(F)F)(F)F)(F)F)C N-(3-dimethylaminopropan-1-yl)perfluoro-1-hexanesulfonamide